C(C=C)N1C2=C(OCC1=O)C=CC(=C2)C(=O)NO 4-allyl-N-hydroxy-3-oxo-3,4-dihydro-2H-benzo[b][1,4]oxazine-6-carboxamide